1-Boc-5,6-dihydro-2H-pyridine-3-boronic acid pinacol ester C(=O)(OC(C)(C)C)N1CC(=CCC1)B1OC(C)(C)C(C)(C)O1